C1(CCCC1)N1C(NC2=NC=CC(=C21)OC2=C(C=C(C=C2)NC(=O)C=2C=NN(C2C(F)(F)F)C2=CC=CC=C2)F)=O N-(4-((1-cyclopentyl-2-oxo-2,3-dihydro-1H-imidazo[4,5-b]pyridine-7-yl)oxy)-3-fluorophenyl)-1-phenyl-5-(trifluoromethyl)-1H-pyrazole-4-carboxamide